2-chloro-4-{3-(naphthalen-1-yl)phenyl}-6-{4-(pyridin-3-yl)phenyl}pyrimidine ClC1=NC(=CC(=N1)C1=CC(=CC=C1)C1=CC=CC2=CC=CC=C12)C1=CC=C(C=C1)C=1C=NC=CC1